tert-butyl 2-[3-methyl-4-[4-(4,4,5,5-tetramethyl-1,3,2-dioxaborolan-2-yl)phenyl]pyrazol-1-yl]acetate CC1=NN(C=C1C1=CC=C(C=C1)B1OC(C(O1)(C)C)(C)C)CC(=O)OC(C)(C)C